FC(C(C(C(=O)OCC)C)=O)(C1=CC=CC=C1)F Ethyl 4,4-difluoro-2-methyl-3-oxo-4-phenylbutanoate